FC(C1=NC(=NO1)NC(C1=CC=CC=C1)=O)(F)F N-[5-(trifluoromethyl)-1,2,4-oxadiazol-3-yl]benzamide